C(C1=CC=CC=C1)N1C(=C(C=C1C)C(CN1C(C=CC(=C1)Br)=O)=O)C 1-(2-(1-benzyl-2,5-dimethyl-1H-pyrrol-3-yl)-2-oxoethyl)-5-bromopyridin-2(1H)-one